C(C)[C@@]12[C@@](CCC1C1CCC3=CC(CCC3C1C(C2)=C)=O)(C#C)C(C(=O)O)OC2=CC=CC=C2.FCCCCS(=O)(=O)O fluoro-n-butyl-sulfonate (13S,17R)-13-ethyl-17-ethynyl-11-methylidene-3-oxo-2,3,6,7,8,9,10,11,12,13,14,15,16,17-tetradecahydro-1H-cyclopenta[a]phenanthren-17-yl-phenoxyacetate